ClC=1C=C2C=C(NC2=CC1C1=NC(=C(C=C1)OC)F)CNC(CC1OCC1)=O N-{[5-chloro-6-(6-fluoro-5-methoxy-2-pyridyl)-2-indolyl]methyl}(2-oxetanyl)acetamide